tert-butyl 4-((4-(4-(3-cyclopropylphenoxy)butyl)-2-fluorophenyl)carbamoyl)piperazine-1-carboxylate C1(CC1)C=1C=C(OCCCCC2=CC(=C(C=C2)NC(=O)N2CCN(CC2)C(=O)OC(C)(C)C)F)C=CC1